OC(CN1CCC(CC1)CNC(OC(C)(C)C)=O)CN1C2=CC=CC=C2SC=2C=CC(=CC12)C(F)(F)F Tert-butyl ((1-(2-hydroxy-3-(2-(trifluoromethyl)-10H-phenothiazin-10-yl)propyl)piperidin-4-yl)methyl)carbamate